3-(tert-butoxycarbonylamino)-4-methoxybenzoic acid C(C)(C)(C)OC(=O)NC=1C=C(C(=O)O)C=CC1OC